C12CN(CC(CC1)N2)C2=NC=NN1C2=CC(=C1)C=1C=NN(C1)C(F)F 4-(3,8-diazabicyclo[3.2.1]oct-3-yl)-6-(1-(difluoromethyl)-1H-pyrazol-4-yl)pyrrolo[2,1-f][1,2,4]triazine